OC1=CC=C(C=C1)C(C)(C)C1=CC=C(C=C1)C(C)(C)C1=CC=C(C=C1)O α,α'-di-(4-hydroxyphenyl)-p-diisopropylbenzene